FC(F)(F)C1=NC(=NC(=N1)C(F)(F)F)C(F)(F)F tris(trifluoromethyl)-1,3,5-triazine